3-[4-[[[2-(2,6-dioxo-3-piperidyl)-1,3-dioxo-isoindolin-5-yl]amino]methyl]triazol-1-yl]propanoic acid O=C1NC(CCC1N1C(C2=CC=C(C=C2C1=O)NCC=1N=NN(C1)CCC(=O)O)=O)=O